Diphenylmethyleneglycine tert-butyl ester C(C)(C)(C)OC(CN=C(C1=CC=CC=C1)C1=CC=CC=C1)=O